C(C1=CC=CC=C1)OC1=CC=C(C=C1)C[C@@H](C(=O)OC)NC(CC1CCN(CC1)C(CC1=CC=CC=C1)=O)=O Methyl (S)-3-(4-(benzyloxy)phenyl)-2-(2-(1-(2-phenylacetyl)piperidin-4-yl)acetamido)-propanoate